4-methyl-N-((R)-1-(2-(1-methyl-1H-pyrazol-4-yl)quinolin-4-yl)ethyl)-6-(1-(thiazol-4-ylmethoxy)ethyl)nicotinamide CC1=CC(=NC=C1C(=O)N[C@H](C)C1=CC(=NC2=CC=CC=C12)C=1C=NN(C1)C)C(C)OCC=1N=CSC1